2-((1H-benzo[d][1,2,3]triazol-5-yl)amino)-8-cyclopentylpterin N1N=NC2=C1C=CC(=C2)NC2(N=C1N(C=CN=C1C(N2)=O)C2CCCC2)N